butyl 1-formylcyclopropane-1-sulfonate C(=O)C1(CC1)S(=O)(=O)OCCCC